2-({4-[(2R)-2-(4-chlorophenyl)-2,3-dihydro-1,4-benzodioxin-5-yl]piperidin-1-yl}methyl)-4-methoxy-1-{[(2S)-oxetan-2-yl]methyl}-1H-1,3-benzodiazole-6-carboxylic acid ClC1=CC=C(C=C1)[C@@H]1COC2=C(O1)C=CC=C2C2CCN(CC2)CC2=NC1=C(N2C[C@H]2OCC2)C=C(C=C1OC)C(=O)O